p-fluoroacetophenone CC(=O)C1=CC=C(C=C1)F